BrCCOC1=CC2=C(N(C(NC2)=O)C2CC(C2)(C)O)N=C1 6-(2-bromoethoxy)-1-[(cis)-3-hydroxy-3-methylcyclobutyl]-1H,2H,3H,4H-pyrido[2,3-d]pyrimidin-2-one